C(C1=CC=CC=C1)OC(NC1=COC=CC=N1)=O [1,4]-oxazepine-3-ylcarbamic acid benzyl ester